C1(=CC=C(C=C1)C=1C=CC2=C(C1)C=1N=CN=C(C1O2)C2=CC(=CC=C2)C2=CC=CC1=C2SC2=C1C=CC=C2)C2=CC=CC=C2 8-(biphenyl-4-yl)-4-[3-(dibenzothiophene-4-yl)phenyl]-[1]benzofuro[3,2-d]pyrimidine